COC1=CC=2NC3=CC=CC(=C3C2C=C1)C(F)(F)F 2-methoxy-5-(trifluoromethyl)-9H-carbazole